C(C)C1(COC1)COCCCOC1=CC=C(C=C)C=C1 4-[3-(3-ethyloxetan-3-ylmethoxy)propoxy]styrene